N[C@@H]1C[C@](NC1)(C(=O)O)CCCCB(O)O (2s,4r)-4-amino-2-(4-dihydroxyboryl-butyl)pyrrolidine-2-carboxylic acid